S1N=C(C2=C1C=CC=C2)N2CCN(CC2)CCN2C(C=1N(C=C2)C(=NC1)C)=O 7-[2-(4-benzo[d]isothiazol-3-yl-piperazin-1-yl)-ethyl]-3-methyl-7H-imidazo[1,5-a]pyrazin-8-one